N1C=C(N=CC=C1)C(=O)O [1,4]diazepine-3-carboxylic acid